1-[(1,3-benzothiazol-6-yl)carbonyl]piperidin S1C=NC2=C1C=C(C=C2)C(=O)N2CCCCC2